D-glucosamine pentapropionate C(CC)(=O)O.C(CC)(=O)O.C(CC)(=O)O.C(CC)(=O)O.C(CC)(=O)O.OC1[C@H](N)[C@@H](O)[C@H](O)[C@H](O1)CO